1-(5-((4-(6-fluoro-3,4-dihydroquinolin-1(2H)-yl)piperidin-1-yl)methyl)-1-oxoisoindolin-2-yl)dihydropyrimidine-2,4(1H,3H)-dione FC=1C=C2CCCN(C2=CC1)C1CCN(CC1)CC=1C=C2CN(C(C2=CC1)=O)N1C(NC(CC1)=O)=O